3-bromo-5-(difluoromethyl)pyridin-2-amine BrC=1C(=NC=C(C1)C(F)F)N